O[C@H]1C[C@H](CC1)C=1C=C(N(N1)C(C)(C)C)NC1=CC=C2CCC(C2=C1)C#N 6-({5-[(1S,3R)-3-hydroxycyclopentyl]-2-(2-methylprop-2-yl)pyrazol-3-yl}amino)-2,3-dihydro-1H-indene-1-carbonitrile